3,4-dihydro-2H-1-benzopyran-3-amine O1CC(CC2=C1C=CC=C2)N